5-(8-fluoroimidazo[1,2-a]pyridin-6-yl)-7H-pyrrolo[2,3-d]pyrimidine FC=1C=2N(C=C(C1)C1=CNC=3N=CN=CC31)C=CN2